2-fluorobenzenesulfonyl isocyanate FC1=C(C=CC=C1)S(=O)(=O)N=C=O